C(C=C)(=O)N1[C@H](CN(C[C@H]1C)C1=NC(N2C3=C(C(=C(C=C13)C(F)(F)F)C1=C(C=C(C=C1)F)F)SCC(C2)(CO)CO)=O)C 8-((3S,5R)-4-acryloyl-3,5-dimethylpiperazin-1-yl)-11-(2,4-difluorophenyl)-3,3-bis(hydroxymethyl)-10-(trifluoromethyl)-3,4-dihydro-2H,6H-[1,4]thiazepino[2,3,4-ij]quinazolin-6-one